ClC=1C=C(C=C(C1OC1=NNC(C(=C1)C(C)C)=O)Cl)N1C(N(N=CC1=O)CF)=O (3,5-dichloro-4-((5-isopropyl-6-oxo-1,6-dihydropyridazin-3-yl)oxy)phenyl)-2-(fluoromethyl)-1,2,4-triazine-3,5(2H,4H)-dione